COC=1C=C(C=CC1)C1OC(=C(C1=O)OS(=O)(=O)C1=CC=CC=C1)N 2-(3-methoxyphenyl)-4-[[phenylsulfonyl]oxy]-5-amino-3(2H)-furanone